(S)-5-(1-(methylamino)ethyl)pyridin-3-amine CN[C@@H](C)C=1C=C(C=NC1)N